COC(=O)[C@H]1N(CC2(OCCO2)C1)C(CN1C(C2=CC=C(C=C2C1)Br)=O)=O.C(C)(C)(C)OOC(C)(C)C1=C(C=CC=C1)C(C)(C)OOC(C)(C)C Di(t-butylperoxyisopropyl)benzene methyl-(8S)-7-[2-(5-bromo-1-oxo-isoindolin-2-yl)acetyl]-1,4-dioxa-7-azaspiro[4.4]nonane-8-carboxylate